COC(=O)C=1C=CC2=C(N(C(=N2)CC2=C(C=C(C=C2)Br)F)[C@@H]2COCC2(C)C)C1.C1(=CC=CC=2C3=CC=CC=C3C=CC12)C1=C(C2=CC=CC=C2C=C1)C1=C(C=CC=C1)C1=CC=CC=2C3=CC=CC=C3C=CC12 (Phenanthrenyl-Naphthalenyl)(Phenanthrenyl)Benzene Methyl-(S)-2-(4-bromo-2-fluorobenzyl)-1-(4,4-dimethyltetrahydrofuran-3-yl)-1H-benzo[d]imidazole-6-carboxylate